(1R,4R,7R)-2-{2-[1-(cyclopropylmethyl)-6-(1,3-thiazol-5-yl)-1H-pyrrolo[2,3-b]pyridin-2-yl]-7-methoxy-1-methyl-1H-1,3-benzodiazole-5-carbonyl}-2-azabicyclo[2.2.1]heptan-7-amine C1(CC1)CN1C(=CC=2C1=NC(=CC2)C2=CN=CS2)C2=NC1=C(N2C)C(=CC(=C1)C(=O)N1[C@@H]2CC[C@H](C1)[C@H]2N)OC